OC1(C(N(CC1)C)=O)C1=CC(=CC=C1)C=1SC=C(N1)C1=CN(C2=NC=CC=C21)S(=O)(=O)C2=CC=CC=C2 3-hydroxy-1-methyl-3-(3-(4-(1-(phenylsulfonyl)-1H-pyrrolo[2,3-b]pyridin-3-yl)thiazol-2-yl)phenyl)pyrrolidin-2-one